N-(2,4-difluorophenyl)-4-(3,5-difluorophenyl)-1-methyl-2-oxo-pyrrolidine-3-carboxamide FC1=C(C=CC(=C1)F)NC(=O)C1C(N(CC1C1=CC(=CC(=C1)F)F)C)=O